NC1=C2C(=NC=N1)N(N=C2C2=C(C=C(C=C2)OC2=C(C(=CC(=C2F)F)F)F)F)C2CN(CCC2)C(C=C)=O 1-[3-[4-amino-3-[2-fluoro-4-(2,3,5,6-tetrafluorophenoxy)phenyl]-1H-pyrazolo[3,4-d]pyrimidin-1-yl]-1-piperidinyl]-2-propen-1-one